1-((2R,3S,4R,5R)-4-((tert-butyldimethylsilyl)-oxy)-5-(chloromethyl)-3-fluoro-5-(hydroxymethyl)tetrahydrofuran-2-yl)-5-fluoropyrimidine-2,4(1H,3H)-dione [Si](C)(C)(C(C)(C)C)O[C@H]1[C@@H]([C@@H](O[C@@]1(CO)CCl)N1C(NC(C(=C1)F)=O)=O)F